ClC1=CC=C(C(=N1)C(=O)NS(=O)(=O)C)N[C@H](C)C=1C=C(C=C2C(N(C(=NC12)N1CCC(CC1)N1C(=NC2=C1C=CC=C2)C)C)=O)C (R)-6-chloro-3-((1-(3,6-dimethyl-2-(4-(2-methyl-1H-benzo[d]imidazol-1-yl)piperidin-1-yl)-4-oxo-3,4-dihydroquinazolin-8-yl)ethyl)amino)-N-(methylsulfonyl)picolinamide